FC(S(=O)(=O)C=1C=C(C=CC1)CN1CCC2(CNC2)CC1)(F)F 7-[[3-(trifluoromethyl-sulfonyl)phenyl]methyl]-2,7-diazaspiro[3.5]nonane